C(#N)CN(CC(=O)O)C 2-[(CYANOMETHYL)(METHYL)AMINO]ACETIC ACID